Cl.Cl.COC=1C=NC=C(C1)C1CCNCC1 3-methoxy-5-(piperidin-4-yl)pyridine dihydrochloride